COC1=CC=C(COC2=C3CC4(CCN(CC4)C(=O)OC(C)(C)C)C(C3=CC=C2)=O)C=C1 tert-butyl 4-((4-methoxybenzyl) oxy)-1-oxo-1,3-dihydrospiro[indene-2,4'-piperidine]-1'-carboxylate